(2S)-5-(2-chlorobenzyl)pyrrolidine-2-carboxylic acid methyl ester COC(=O)[C@H]1NC(CC1)CC1=C(C=CC=C1)Cl